ClC=1C(=C(C=2N(N1)C(C=C(N2)CC)=O)C)C 7-chloro-2-ethyl-8,9-dimethyl-pyrimido[1,2-b]pyridazin-4-one